2,3,6,7-Tetrahydro-1,3-oxazepin O1CNC=CCC1